COC1=C(C=NC=C1C1=NN(C=N1)C)N 4-methoxy-5-(1-methyl-1H-1,2,4-triazol-3-yl)pyridin-3-amine